C(C)N(CCCCCNC(OCC1=CC=CC=C1)=O)C(NCCC)=O (9S,13S)-10-Ethyl-3,11-dioxo-1-phenyl-2-oxa-4,10,12-triazapentadecane